(3S,4S)-8-[8-(1H-indol-7-yl)-7-methylimidazo[1,2-c]pyrimidin-5-yl]-3-methyl-2-oxa-8-azaspiro[4.5]decan-4-amine N1C=CC2=CC=CC(=C12)C=1C=2N(C(=NC1C)N1CCC3([C@@H]([C@@H](OC3)C)N)CC1)C=CN2